N-(3-methyl-1-(6-(trifluoromethoxy)pyridin-3-yl)-1H-pyrazolo[3,4-b]pyridin-5-yl)acrylamide CC1=NN(C2=NC=C(C=C21)NC(C=C)=O)C=2C=NC(=CC2)OC(F)(F)F